(4-aminocyclohexyl)carbamic acid NC1CCC(CC1)NC(O)=O